FC1=CC=C(C=C1)C=1N=C2N(C=CN=C2)C1C(=O)O 2-(4-fluorophenyl)imidazo[1,2-a]pyrazine-3-carboxylic acid